(5-(2-(2-oxa-7-azaspiro[4.4]non-7-yl)acetamido)-2-methylpyridin-3-yl)-2-(1-methyl-1H-pyrazol-4-yl)pyrazolo[5,1-b]thiazole-7-carboxamide C1OCCC12CN(CC2)CC(=O)NC=2C=C(C(=NC2)C)C=2N1C(SC2C=2C=NN(C2)C)=C(C=N1)C(=O)N